tert-butyl (4-methyl-1-(5-(4,4,5,5-tetramethyl-1,3,2-dioxaborolan-2-yl)pyrazin-2-yl)piperidin-4-yl)carbamate CC1(CCN(CC1)C1=NC=C(N=C1)B1OC(C(O1)(C)C)(C)C)NC(OC(C)(C)C)=O